3,4,9,10-pyrenetetracarboxylic acid C1=CC(=C2C(=CC3=CC=CC4=C(C(=C1C2=C34)C(=O)O)C(=O)O)C(=O)O)C(=O)O